4,4,4-trifluoro-1-(m-tolyl)but-2-yn-1-ol FC(C#CC(O)C=1C=C(C=CC1)C)(F)F